2,2,2-trifluoroethyl 2-(((5-cyanopyridin-2-yl)methyl) (1-(pyrimidin-2-yl)ethyl)amino)-2-oxoacetate C(#N)C=1C=CC(=NC1)CN(C(C(=O)OCC(F)(F)F)=O)C(C)C1=NC=CC=N1